(cis)-3-[(2-amino-6-bromophenyl)amino]-1-methylcyclobutan-1-ol NC1=C(C(=CC=C1)Br)NC1CC(C1)(O)C